COC([C@@H](N)CCCCNC(CCCC1=CC=C(C=C1)I)=O)=O methyl-N6-(4-(4-iodophenyl)butanoyl)-L-lysinate